1-(6-bromo-2-methoxyquinolin-3-yl)-2-(2,6-diethoxypyridin-4-yl)-1-(2,3-dimethoxyphenyl)-4-(dimethylamino)butan-2-ol BrC=1C=C2C=C(C(=NC2=CC1)OC)C(C(CCN(C)C)(O)C1=CC(=NC(=C1)OCC)OCC)C1=C(C(=CC=C1)OC)OC